FC1=CC(=CC2=C1C(CCO2)O)F 5,7-difluoro-3,4-dihydro-2H-1-benzopyran-4-ol